(5-(4-fluorophenyl)-3-(1-methyl-1H-1,2,3-triazol-4-yl)pyridin-2-yl)methanamine TFA salt OC(=O)C(F)(F)F.FC1=CC=C(C=C1)C=1C=C(C(=NC1)CN)C=1N=NN(C1)C